N1C(=O)NC(=O)C(C)C1 dihydrothymine